C(C#C)OCCO 2-(Propan-2-yn-1-yloxy)ethan-1-ol